3-iminopropionic acid ethyl ester C(C)OC(CC=N)=O